N-(2-ethylhexyl)-2-(3-methoxy-4-(tert-butylcarbonyloxy)-phenyl)-3,5,7-tris-(tert-butylcarbonyloxy)-quinolin-4-one C(C)C(CN1C(=C(C(C2=C(C=C(C=C12)OC(=O)C(C)(C)C)OC(=O)C(C)(C)C)=O)OC(=O)C(C)(C)C)C1=CC(=C(C=C1)OC(=O)C(C)(C)C)OC)CCCC